ClC=1C(=CC2=C([C@@H](CO2)NC)C1)Cl (S)-5,6-dichloro-N-methyl-2,3-dihydro-benzofuran-3-amine